C(C)(C)(C)OC(=O)N[C@H](C(=O)O)C1CCOCC1 (S)-2-((tert-butoxycarbonyl)amino)-2-(tetrahydro-2H-pyran-4-yl)acetic acid